N1(N=CC=C1)C=1C=C(C=CC1)C1=CN(C2=C1N=C(N=C2OCC=2N=NC=CC2)N2CCOCC2)C(=O)OC(C)(C)C tert-butyl 7-(3-(1H-pyrazol-1-yl) phenyl)-2-morpholino-4-(pyridazin-3-ylmethoxy)-5H-pyrrolo[3,2-d]pyrimidine-5-carboxylate